5-amino-N-(4-(ethylsulfonyl)benzyl)-6-(isopropylamino)nicotinamide NC=1C(=NC=C(C(=O)NCC2=CC=C(C=C2)S(=O)(=O)CC)C1)NC(C)C